4-(2-tricyclo[9.4.0.03,8]pentadeca-1(11),3(8),4,6,12,14-hexaenylidene)piperidine C1=2C(C=3C=CC=CC3CCC2C=CC=C1)=C1CCNCC1